CC1=CC=C(C=NCC(C)C#N)C=C1 N-(4-methylbenzylidene)(2-cyanopropyl)amine